3-(dimethylaminomethyl)piperidin-4-ol CN(C)CC1CNCCC1O